NC1=CC=C(C=C1)OB([O-])[O-] p-Aminophenylborate